(R)-1-(3-(difluoromethyl)-2-fluorophenyl)prop-2-yn-1-amine FC(C=1C(=C(C=CC1)[C@@H](C#C)N)F)F